FC1=C(C=C(C=C1)F)[C@@H]1N(C[C@H](C1)F)C1=NN(C2=NC=C(C=C21)N)COCC[Si](C)(C)C 3-((2R,4S)-2-(2,5-difluorophenyl)-4-fluoropyrrolidin-1-yl)-1-((2-(trimethylsilyl)ethoxy)methyl)-1H-pyrazolo[3,4-b]pyridin-5-amine